C(C)(C)(C)OC1=CC(=CC=2N(C(=NC21)C)C(C)C)C2=NC(=NC=C2)NC2=C(C=C(C(=C2)[N+](=O)[O-])N(C)CCN(C)C)OC N1-(4-(4-(tert-butoxy)-1-isopropyl-2-methyl-1H-benzo[d]imidazole-6-yl)pyrimidin-2-yl)-N4-(2-(dimethylamino)ethyl)-2-methoxy-N4-methyl-5-nitrobenzene-1,4-diamine